CC12CC(C1)(C2)C2=C(C=C1C=NC=NN12)C#N 7-(3-methylbicyclo[1.1.1]pentan-1-yl)pyrrolo[2,1-f][1,2,4]triazine-6-carbonitrile